C(C)OC1=NC=CC=C1C1=CC(=C2C(=N1)C=NN2CC)N[C@H]2COCC2 |r| (±)-5-(2-Ethoxy-3-pyridyl)-1-ethyl-N-[tetrahydrofuran-3-yl]pyrazolo[4,3-b]pyridin-7-amine